C(C1=CC=CC=C1)NC1=NC=CC(=C1)C1=CNC=2N=CN=C(C21)OC2=CC=C1CCNCC1=C2 N-benzyl-4-(4-((1,2,3,4-tetrahydroisoquinolin-7-yl)oxy)-7H-pyrrolo[2,3-d]pyrimidin-5-yl)pyridin-2-amine